4-oxo-cyclobut-2-ene O=C1C=CC1